BrC=1C2(C3=CC(=C(C=C3C1)C)OCC)CCC(CC2)(C(=O)OC)N(C(C(F)(F)F)=O)C2=CC(=CC=C2)Cl methyl (1s,4s)-2'-bromo-4-[(3-chlorophenyl)(trifluoroacetyl)amino]-6'-ethoxy-5'-methylspiro[cyclohexane-1,1'-indene]-4-carboxylate